BrC1=CC=C2C(N(C=NC2=C1)CC=1C=C(C(=O)OC)C=CC1)=O methyl 3-((7-bromo-4-oxoquinazolin-3(4H)-yl)methyl)benzoate